1-tert-butyl-4-(2-chloro-6-nitro-phenyl)piperazine C(C)(C)(C)N1CCN(CC1)C1=C(C=CC=C1[N+](=O)[O-])Cl